P(=O)(OCCCC=O)([O-])[O-] 4-oxobutyl phosphate